C(C)(C)NC1=NC(=NC(=N1)C1=CC=CC=C1)NC1=C(C=CC=C1)S(=O)(=O)N(C)C (4-(isopropylamino)-6-phenyl-1,3,5-triazin-2-ylamino)-N,N-dimethylbenzenesulfonamide